C1(CC1)COC=1C=C(CCC=2C=CC(N(C2)C)=O)C=CC1OC(F)F 5-(3-(cyclopropylmethoxy)-4-(difluoromethoxy)phenethyl)-1-methylpyridin-2(1H)-one